2-[[4-chloranyl-2-methyl-6-(phenyl-methoxy)pyrimidin-5-yl]methyl-methyl-amino]ethanol ClC1=NC(=NC(=C1CN(CCO)C)OCC1=CC=CC=C1)C